NC(C)(\C(\CC(CCCCCCCCCCCCC)O)=N/O)C (Z)-2-amino-5-hydroxy-2-methyloctadecan-3-one oxime